C1=C2C(=CO1)C=1C=CC=3C(=COC3)C1C=C2 naphtho[1,2-c:5,6-c']difuran